FC(CNC(=O)C1=NC(=NC2=C(C=C(C=C12)S(=O)(=O)OC1=C(C(=C(C(=C1F)F)F)F)F)F)C)F (2,3,4,5,6-pentafluorophenyl) 4-(2,2-difluoroethylcarbamoyl)-8-fluoro-2-methyl-quinazoline-6-sulfonate